P(=O)(O)(O)O.FC=1C=C(C=CC1C=1C=NC(=CC1)C=1N=NN(N1)CCC)N1C(O[C@H](C1)CO)=O (R)-3-(3-fluoro-4-(6-(2-propyl-2H-tetrazol-5-yl)pyridin-3-yl)phenyl)-5-(hydroxymethyl)oxazolidin-2-one phosphate